NC=1C(=C(C=C2C=C(N=CC12)NC(OC1CC(C1)(C)C#N)=O)C1=C(C2=C(OCCN2)N=C1)C)F (1s,3s)-3-Cyano-3-methylcyclobutyl (8-amino-7-fluoro-6-(8-methyl-2,3-dihydro-1H-pyrido[2,3-b][1,4]oxazin-7-yl)isoquinolin-3-yl)carbamate